ClC1=CC=C(C=C1)C#CC1=CN(C2=NC=C(C=C21)NC(C(=C)F)=O)C([2H])([2H])[2H] N-(3-((4-Chlorophenyl)ethynyl)-1-(methyl-d3)-1H-pyrrolo[2,3-b]pyridin-5-yl)-2-fluoroacrylamide